SC(C(=O)OCCC)C Propyl 2-mercaptopropionate